C(=CC)N1CCC(CC1)C1=CC(=C2CNC(C2=C1)=O)C1=CC=C(C=C1)OC=1C=NC=CC1 6-(1-propenylpiperidin-4-yl)-4-(4-(pyridin-3-yloxy)phenyl)isoindolin-1-one